COC(CC1=CC(=C(C(=O)OCC)C=C1)C)CC1=NC=CC=C1 ethyl 4-(2-methoxy-3-(pyridin-2-yl)propyl)-2-methylbenzoate